C(C)[Hf](N)(C)(CC)(CC)CC tetrakis-ETHYL-METHYL-aminohafnium